3-methoxy-1-methyl-5-(1-(1-phenylethyl)-1H-pyrazol-4-yl)pyridin-2(1H)-one COC=1C(N(C=C(C1)C=1C=NN(C1)C(C)C1=CC=CC=C1)C)=O